2-(2-aminopyridin-3-yl)-3-(4-(hydroxymethyl)phenyl)-N,N-dimethyl-3H-imidazo[4,5-b]pyridine-5-carboxamide NC1=NC=CC=C1C1=NC=2C(=NC(=CC2)C(=O)N(C)C)N1C1=CC=C(C=C1)CO